tert-butyl ((3S,6S)-4-(benzyloxy)-6-(((tert-butyldimethylsilyl)oxy)methyl)tetrahydro-2H-pyran-3-yl)carbamate C(C1=CC=CC=C1)OC1[C@H](CO[C@@H](C1)CO[Si](C)(C)C(C)(C)C)NC(OC(C)(C)C)=O